1-(4-(2-(4-methoxyphenyl)-1,3-selenazol-5-yl)benzyl)azetidine-3-carboxylic acid COC1=CC=C(C=C1)C=1[Se]C(=CN1)C1=CC=C(CN2CC(C2)C(=O)O)C=C1